N-[2-(3,3-difluoropyrrolidin-1-yl)-4-(4-pyridyl)-3-pyridyl]-2-isoprop-yl-pyrimidine-5-carboxamide FC1(CN(CC1)C1=NC=CC(=C1NC(=O)C=1C=NC(=NC1)C(C)C)C1=CC=NC=C1)F